C[Si](CCOC(=O)N1CC2CNCC(C1)N2)(C)C 2-(trimethylsilyl)ethyl-3,7,9-triazabicyclo[3.3.1]nonane-3-carboxylate